FC1=C(C(=CC=C1)F)C=1C2=CC=C(N2)C(=C2C=CC(C(=C3C=CC(=C(C=4C=CC1N4)C4=C(C=CC=C4F)F)N3)C3=C(C=CC=C3F)F)=N2)C2=C(C=CC=C2F)F 5,10,15,20-tetrakis(2,6-difluorophenyl)-porphyrin